ClC1=CC=C(C(=C1S(=O)(=O)N(C)OC)O)NC1=C(C(C1=O)=O)N[C@H](CC)C=1OC(=CC1)C (R)-6-chloro-2-hydroxy-N-methoxy-N-methyl-3-(2-(1-(5-methylfuran-2-yl)propylamino)-3,4-dioxocyclobut-1-enylamino)benzenesulfonamide